ethyl [(3-(2-chloro-4-fluoro-5-[3-methyl-4-(trifluoromethyl)-2,6-dioxo-1,2,3,6-tetrahydropyrimidin-1-yl]phenoxy)pyridin-2-yl)oxy]acetate ClC1=C(OC=2C(=NC=CC2)OCC(=O)OCC)C=C(C(=C1)F)N1C(N(C(=CC1=O)C(F)(F)F)C)=O